NC1(CCC2(N(CC3=CC(=CC=C23)C)C[C@H](CO)C)CC1)C(=O)O (1s,4S)-4-amino-2'-[(2R)-3-hydroxy-2-methylpropyl]-5'-methyl-2',3'-dihydrospiro[cyclohexane-1,1'-isoindole]-4-carboxylic acid